2,6-dimethyl-4-[(1r,3r)-3-amino-2,2,4,4-tetramethylcyclobutoxy]benzonitrile CC1=C(C#N)C(=CC(=C1)OC1C(C(C1(C)C)N)(C)C)C